N-methyl-N-vinyl-(methyl)acetamide CN(C(CC)=O)C=C